BrCCCC1(CC1)O 3-bromopropyl-cyclopropanol